C(C)(C)NC=1C=CC=C(C(=O)O)C1 5-(isopropylamino)benzoic acid